OC1=CC=CC=2N(C(N(C21)C)=O)C2CN(CCC2)CC2=CC=C(C=C2)OC 3-(4-hydroxy-3-methyl-2-oxo-benzimidazol-1-yl)-1-[(4-methoxyphenyl)methyl]piperidine